NC=1C=2N(C3=CC(=C(C=C3N1)F)C(=O)N1C[C@H](OC[C@@H]1C1=NC(=CC=C1)C(F)F)C)C=NC2 (4-amino-7-fluoroimidazo[1,5-a]quinoxalin-8-yl)((2R,5S)-5-(6-(difluoromethyl)pyridin-2-yl)-2-methylmorpholino)methanone